FC[C@@H]1[C@@](C(NC1)=O)(C)[C@H](C)C1=CC=C(C=C1)CO (3R,4R)-4-(fluoromethyl)-3-[(1R)-1-[4-(hydroxymethyl)phenyl]ethyl]-3-methyl-pyrrolidin-2-one